(naphthalene-1-yl)phenazine-1-formamide O-hexadecyl-cytidine-3'-phosphate P(=O)(O)(O)O[C@H]1[C@H]([C@@H](O[C@@H]1CO)N1C(=O)N=C(N)C=C1)OCCCCCCCCCCCCCCCC.C1(=CC=CC2=CC=CC=C12)C1=C(C2=NC3=CC=CC=C3N=C2C=C1)C(=O)N